morpholino-(1-pyrazolo[1,5-a]pyridin-6-ylcyclobutyl)methanone O1CCN(CC1)C(=O)C1(CCC1)C=1C=CC=2N(C1)N=CC2